1,2-distearoyl-glycero-3-phosphoethanolamine C(CCCCCCCCCCCCCCCCC)(=O)OCC(OC(CCCCCCCCCCCCCCCCC)=O)COP(=O)(O)OCCN